O[C@@]1(C[C@H]2[C@@]([C@H]3CC[C@]4([C@H]([C@@H]3CC2)CC[C@@H]4C(C)=O)C)(CCC1)C)C 1-((1S,3aS,3bR,5aS,7S,10aS,10bS,12aS)-7-hydroxy-7,10a,12a-trimethyloctadecahydrocyclohepta[a]cyclopenta[f]naphthalen-1-yl)ethan-1-one